(3-fluoro-2-nitro-phenyl)-1,2,4-triazole FC=1C(=C(C=CC1)C1=NNC=N1)[N+](=O)[O-]